diethyl-chlorophosphate-methacrylamide C(C(=C)C)(=O)N.C(C)OP(=O)(OCC)Cl